benzazolo-carbazole C1=CC=CC=2C1=C1C(=CC=C3C=4C=CC=CC4N=C13)N2